[Cl-].[Cl-].CC=1C(C(=C(C1C)C)C)[Si](C)(C)[Zr+2]C1C(=CC2=CC=CC=C12)C(C)C 2,3,4,5-tetramethylcyclopentadienyl-dimethylsilyl-(2-isopropyl)indenyl-zirconium dichloride